C1=CC=CC2=CC=C3C=CC4=CC=C5C=CC6=CC=C7C=CC8=CC=C9C=CC%10=CC=CC=C%10C9=C8C7=C6C5=C4C3=C12 Decahelicene